camphor-10-sulfonic acid C12(C(=O)CC(CC1)C2(C)C)CS(=O)(=O)O